2-Benzyl-3-(4-chlorophenyl)-3-(3-hydroxypropoxy)-2,3-dihydroisoindol-1-one C(C1=CC=CC=C1)N1C(C2=CC=CC=C2C1(OCCCO)C1=CC=C(C=C1)Cl)=O